CC1(CCC1)NCC1=CC2=C(C(NC=C2)=O)N1 2-{[(1-methylcyclobutyl)amino]methyl}-1H,6H,7H-pyrrolo[2,3-c]pyridin-7-one